NC[C@@H](COC=1C=NC=C(C1C1=CC(=NN1)NC=1N=CC(=NC1)C#N)OC)O 5-[(5-{3-[(2S)-3-amino-2-hydroxypropoxy]-5-methoxypyridin-4-yl}-1H-pyrazol-3-yl)amino]pyrazine-2-carbonitrile